7-(1-(2-hydroxy-2-methylpropyl)-1H-pyrazol-4-yl)-1-isopropyl-3-methyl-8-(6-(piperazin-1-yl)thieno[3,2-c]pyridin-2-yl)-3,6-dihydroimidazo[4,5-d]pyrrolo[2,3-b]pyridin-2(1H)-one OC(CN1N=CC(=C1)C1=C(C=2C(=NC=C3C2N(C(N3C)=O)C(C)C)N1)C1=CC=3C=NC(=CC3S1)N1CCNCC1)(C)C